(-)-1-[3-[[2-fluoro-4-(trifluoromethyl)phenyl]methoxy]azetidine-1-carbonyl]-N-methyl-pyrrolidine-3-carboxamide FC1=C(C=CC(=C1)C(F)(F)F)COC1CN(C1)C(=O)N1CC(CC1)C(=O)NC